C(C)(C)(C)OC(=O)N1C(CCCC1)OC1CC(C1)C1=CC=CC=2N(C(N(C21)C)=O)C2C(NC(CC2)=O)=O [3-[1-(2,6-dioxo-3-piperidinyl)-3-methyl-2-oxo-benzoimidazol-4-yl]cyclobutoxy]piperidine-1-carboxylic acid tert-butyl ester